(bromomethyl)-6-chloro-3,5-dimethylpyrazine BrCC1=NC(=C(N=C1C)C)Cl